4-(2,4-diaminophenoxy)benzoic acid NC1=C(OC2=CC=C(C(=O)O)C=C2)C=CC(=C1)N